C[C@H]1N(CCC2=C1C1=C(N=NC(=C1)C1=C(C=CC=C1)O)N2)C=2SC(=CN2)C2CCNCC2 (R)-2-(5-methyl-6-(5-(piperidin-4-yl)thiazol-2-yl)-6,7,8,9-tetrahydro-5H-pyrido[3',4':4,5]pyrrolo[2,3-c]pyridazin-3-yl)phenol